ClC1=C(C=CC=C1)C1=NC2=C(CN(CC2)C2CC3=C(C=CC=C3CC2)CS(=O)(=O)C)N1 2-(2-chlorophenyl)-5-(8-((methylsulfonyl)methyl)-1,2,3,4-tetrahydronaphthalen-2-yl)-4,5,6,7-tetrahydro-3H-imidazo[4,5-c]pyridine